C1C(=NC2=C(N1)N=C(NC2=O)N)CO The molecule is a dihydropterin that is 7,8-dihydropteridin-4-ol substituted at positions 2 and 6 by amino and hydroxymethyl groups respectively. It has a role as a Saccharomyces cerevisiae metabolite. It is a tautomer of a 2-amino-6-(hydroxymethyl)-7,8-dihydropteridin-4-one.